C(=O)(O)C(C(=O)[C@H](O)[C@H](O)CO)NC1=CC=CC=C1 carboxyphenylamino-deoxyribulose